3-fluoro-5-{2-[(3S,4S)-3-[(4-methanesulfonylphenoxy)methyl]-4-methylpyrrolidin-1-yl]ethyl}benzonitrile FC=1C=C(C#N)C=C(C1)CCN1C[C@H]([C@@H](C1)C)COC1=CC=C(C=C1)S(=O)(=O)C